OC=1C=C(C=CC1O)[C@H]1OC=2C(C[C@@H]1O)=C(C=C(C2)O)O (2r,3s)-2-(3,4-dihydroxyphenyl)-3,4-dihydro-2H-benzopyran-3,5,7-triol